3-bromo-2-(2,2-difluoroethoxy)-6-Nitroaniline BrC=1C(=C(N)C(=CC1)[N+](=O)[O-])OCC(F)F